C(C)OC(CN1CC(C(CC1)C(=O)OCC)C)=O ethyl 1-(2-ethoxy-2-oxoethyl)-3-methylpiperidine-4-carboxylate